FC1=C(C=CC=C1)N(N)C(C1=CC(=C(C(=C1)OC)O)OC)=O (2-fluorophenyl)-4-hydroxy-3,5-dimethoxybenzoyl-hydrazine